ClC1=CC(=CC(=N1)N1CCN(CC1)S(=O)(=O)C1=CC=C(C=C1)N1C[C@@H](CC1=O)NC(OC(C)(C)C)=O)C(F)(F)C1CCC2(OCCO2)CC1 Tert-butyl N-[(3R)-1-[4-[4-[6-chloro-4-[1,4-dioxaspiro[4.5]decan-8-yl(difluoro)methyl]-2-pyridyl]piperazin-1-yl]sulfonylphenyl]-5-oxo-pyrrolidin-3-yl]carbamate